2,6-dichlorobenzyl azide ClC1=C(CN=[N+]=[N-])C(=CC=C1)Cl